N-(2-hydroxyphenyl)-2-methoxy-acetamide OC1=C(C=CC=C1)NC(COC)=O